C(C)(C)(C)OC(=O)NC1=CC=C(C=C1)C=1SC=C(N1)C(=O)NC(C(=O)NCC(=O)O)=C (2-(2-(4-((Tert-Butoxycarbonyl)amino)phenyl)thiazole-4-carboxamido)acryloyl)glycine